((1-(4-chloro-2,6-difluorobenzoyl)-4-hydroxypiperidin-4-yl)methoxy)-8-fluoro-3,4-dihydroquinolin-2(1H)-one ClC1=CC(=C(C(=O)N2CCC(CC2)(O)CON2C(CCC3=CC=CC(=C23)F)=O)C(=C1)F)F